tert-butyl 3-formyl-7,8-dihydro-1,6-naphthyridine-6(5H)-carboxylate C(=O)C=1C=NC=2CCN(CC2C1)C(=O)OC(C)(C)C